N[C@@H](CCC(NCCOCCOCCOCCOC)=O)C(=O)O (S)-18-amino-15-oxo-2,5,8,11-tetraoxa-14-azanonadecan-19-oic acid